2-(4-aminopiperidin-1-yl)-4-(4-cyano-3-fluorophenyl)-5-(5-fluoro-3-methylbenzo[d]isoxazol-6-yl)nicotinonitrile NC1CCN(CC1)C1=C(C#N)C(=C(C=N1)C1=CC2=C(C(=NO2)C)C=C1F)C1=CC(=C(C=C1)C#N)F